C(C)N 1-Ethyl-amine